4-chloro-3-methylbut-2-en-1-ol ClCC(=CCO)C